ClC1=C(C=C(C=C1)F)C1(N(C(C=2C=3N(C=C(C21)NC(C2=CC(=CC(=C2)C(F)(F)F)F)=O)C=NC3)=O)CC3=CC=C(C=C3)OC)O N-[7-(2-chloro-5-fluorophenyl)-7-hydroxy-8-[(4-methoxyphenyl)methyl]-9-oxo-8,9-dihydro-7H-pyrrolo[4,3-c]imidazo[3,4-a]pyridin-6-yl]-3-fluoro-5-(trifluoromethyl)benzamide